tert-butyl 4-(3,7-dichloro-8-methyl-2-quinolyl)piperazine-1-carboxylate ClC=1C(=NC2=C(C(=CC=C2C1)Cl)C)N1CCN(CC1)C(=O)OC(C)(C)C